N1(N=CC=C1)CC=1C=CC(=NC1OC)C(=O)N[S@](=O)(=N)C1=C(C=C(C=C1OC)OC)OC (R)-5-((1H-pyrazol-1-yl)methyl)-6-methoxy-N-(2,4,6-trimethoxyphenylsulfonimidoyl)picolinamide